FC1=C(C(=CC(=C1)C=1C(=NC=CC1)SC(C)C)F)N1N=CC(=C1)CCC(=O)O 3-[1-[2,6-difluoro-4-(2-isopropylsulfanyl-3-pyridyl)phenyl]pyrazol-4-yl]propionic acid